C(C=C)N1C(=NC=2N(C(NC2C1=O)=O)[C@@H]1O[C@H]([C@@H]([C@H]1O)O)CO)N |&1:16| Allyl-2-amino-9-((2R,3R,4R,SR)-3,4-dihydroxy-5-(hydroxymethyl)tetrahydrofuran-2-yl)-7,9-dihydro-1H-purine-6,8-dione